5-(((trans-3-(3-cyclopropyl-4-(3-(methylamino)pyridin-2-yl)-1H-pyrazol-1-yl)cyclobutyl)methyl)amino)-2-(2,6-dioxopiperidin-3-yl)isoindoline-1,3-dione C1(CC1)C1=NN(C=C1C1=NC=CC=C1NC)[C@@H]1C[C@H](C1)CNC=1C=C2C(N(C(C2=CC1)=O)C1C(NC(CC1)=O)=O)=O